2-(4-aminophenyl)-2-(4-hydroxyphenyl)propane NC1=CC=C(C=C1)C(C)(C)C1=CC=C(C=C1)O